(E)-5-benzyl-3-hydrazono-4,5-dihydro-3H-[1,2,4]triazino[5,6-b]indole C(C1=CC=CC=C1)N1C2=C(C=3C=CC=CC13)N=N/C(/N2)=N/N